C[C@](N)(C(C)C)C(=O)O α-methylvaline